C(C1=CC=CC=C1)OC1CCC2(CC(CO2)N2C=NC3=CC=C(C=C3C2=O)O)CC1 3-(8-benzyloxy-1-oxaspiro[4.5]decan-3-yl)-6-hydroxy-quinazolin-4-one